[O-2].[Ti+4].[V+5] vanadium titanium oxide